[2H]C(C1=CC=C(C=C1)C(C)(C)O)(NC1=NC=NC2=C1SC=1N=NC(=C(C12)C)C)[2H] 2-[4-[dideuterio-[(3,4-dimethylpyrimido[4',5':4,5]thieno[2,3-c]pyridazin-8-yl)amino]methyl]phenyl]propan-2-ol